CS(=O)(=O)C=1C=C(C=CC1)NC1=C(C=NC(=C1)NC(C)=O)C1=NC=CC=C1 N-(4'-((3-(methylsulfonyl)phenyl)amino)-[2,3'-bipyridin]-6'-yl)acetamide